C1(=CC=CC=C1)OC(NC=1C=CC=C2C=CC=NC12)=O quinolin-8-yl-carbamic acid phenyl ester